N-(2-(5-(Propylthio)-1H-indol-3-yl)ethyl)acetamide C(CC)SC=1C=C2C(=CNC2=CC1)CCNC(C)=O